CC1=C(C(=CC=C1)C)NC(=O)C=1C=CN2C3=C(CCC12)C=NC(=N3)NC3=C(C=C(C=C3)N3CCN(CC3)C(COC)=O)OC N-(2,6-dimethylphenyl)-2-[2-methoxy-4-[4-(2-methoxyacetyl)piperazin-1-yl]anilino]-5,6-dihydropyrimido[4,5-e]indolizine-7-carboxamide